Cl.COC(C1=C(C=C(C=C1)[C@H](C)N)OC)=O (S)-4-(1-aminoethyl)-2-methoxybenzoic acid methyl ester hydrochloride